6-Tert-butyl-N-[3-(1-ethyl-5-{[(1-methylpiperidin-4-yl)amino]methyl}-1H-indol-2-yl)prop-2-yn-1-yl]pyridine-3-carboxamide Methyl-4-bromo-3-(chloromethyl)benzoate COC(C1=CC(=C(C=C1)Br)CCl)=O.C(C)(C)(C)C1=CC=C(C=N1)C(=O)NCC#CC=1N(C2=CC=C(C=C2C1)CNC1CCN(CC1)C)CC